FC1=C(C=CC(=C1)F)NC(=O)C=1C(=NC=CC1)Cl N-(2,4-difluorophenyl)-2-chloro-3-pyridinecarboxamide